C(C)OS(=O)(=O)C1=C(C(=O)OCC)C=CC=C1 ethyl 2-(ethoxysulfonyl)-benzoate